1-Propyl-2-Methylpyrrolidinium triflat [O-]S(=O)(=O)C(F)(F)F.C(CC)[NH+]1C(CCC1)C